2-(1-methylpiperidine-4-carbonyl)hydrazinecarbothioamide CN1CCC(CC1)C(=O)NNC(N)=S